2-(4-fluoro-2-methylphenoxy)-N-(4-fluoro-3-(N-hydroxycarbamoyl)phenyl)-6-(trifluoromethyl)nicotinamide FC1=CC(=C(OC2=C(C(=O)NC3=CC(=C(C=C3)F)C(NO)=O)C=CC(=N2)C(F)(F)F)C=C1)C